5-(2,3-Dihydrobenzo[b][1,4]dioxin-6-yl)-N-(pyridin-4-yl)-1-(tetrahydro-2H-pyran-2-yl)-1H-indazole-3-carboxamide O1C2=C(OCC1)C=C(C=C2)C=2C=C1C(=NN(C1=CC2)C2OCCCC2)C(=O)NC2=CC=NC=C2